(6-(4-((4-(1H-pyrazol-4-yl)phenyl)amino)pyrimidin-2-yl)-1H-indol-2-yl)((3S,4R)-3,4-difluoropyrrolidin-1-yl)methanone N1N=CC(=C1)C1=CC=C(C=C1)NC1=NC(=NC=C1)C1=CC=C2C=C(NC2=C1)C(=O)N1C[C@@H]([C@@H](C1)F)F